1-(3-fluoropropyl)pyrazole-4-sulfonamide FCCCN1N=CC(=C1)S(=O)(=O)N